5-((3,3-difluoropyrrolidin-1-yl)methyl)-1,3,4-thiadiazol-2-amine FC1(CN(CC1)CC1=NN=C(S1)N)F